OC(CN(CCCCC(=O)OCCN1CCN(CC1)CCSSCCCCN(CC(CCCCCC\C=C/CCCCCCCC)O)CC(CCCCCC\C=C/CCCCCCCC)O)CC(CCCCCCCCCCCC)O)CCCCCCCCCCCC 2-(4-(2-((4-(Bis((Z)-2-hydroxyoctadec-9-en-1-yl)amino)butyl)disulfaneyl)ethyl)piperazin-1-yl)ethyl 5-(bis(2-hydroxytetradecyl)amino)pentanoate